N-(3-(pyridin-4-ylamino)phenyl)-3-((6-(3,3,3-trifluoroprop-1-yn-1-yl)quinolin-4-yl)amino)benzamide N1=CC=C(C=C1)NC=1C=C(C=CC1)NC(C1=CC(=CC=C1)NC1=CC=NC2=CC=C(C=C12)C#CC(F)(F)F)=O